COC1=C(C(=CC(=C1)[C@H]1C2=CC3=C(OCO3)C=C2CC2=C1C(OC2)=O)OC)OC(=O)C=2NC=NC2 3H-imidazole-4-carboxylic acid (5S)-2,6-dimethoxy-4-(6-oxo-5,6,8,9-tetrahydrofuro[3',4':6,7]naphtho[2,3-d][1,3]dioxol-5-yl)-phenyl ester